BrC=1C=CC(=NC1)C(CCOC(F)F)N1N=CC(=C1)C1=CC=C(C=C1)NC(OC)=O methyl (4-(1-(1-(5-bromopyridin-2-yl)-3-(difluoromethoxy)propyl)-1H-pyrazol-4-yl)phenyl)carbamate